Phenyl-4-phenylsulfonylaminobenzenesulfonate C1(=CC=CC=C1)OS(=O)(=O)C1=CC=C(C=C1)NS(=O)(=O)C1=CC=CC=C1